C1N(CCC2=CC=CC=C12)[C@H]1[C@@H](CN(CC1)C1=NC=NC(=C1)NC1=NC=CC=C1)O trans-4-(3,4-dihydroisoquinolin-2(1H)-yl)-1-(6-(pyridin-2-ylamino)pyrimidin-4-yl)piperidin-3-ol